(2-((5-chloro-2-((6-methoxy-2-methyl-1,2,3,4-tetrahydroisoquinolin-7-yl)amino)pyrimidin-4-yl)amino)-5-nitrophenyl)dimethyl-phosphine oxide ClC=1C(=NC(=NC1)NC1=C(C=C2CCN(CC2=C1)C)OC)NC1=C(C=C(C=C1)[N+](=O)[O-])P(C)(C)=O